IC1=NN(C2=CN=C(C=C21)OC2(CC2)C)C(C2=CC=CC=C2)(C2=CC=CC=C2)C2=CC=CC=C2 3-iodo-5-(1-methylcyclopropoxy)-1-trityl-pyrazolo[3,4-c]pyridine